O=C1N(CC2=CC(=CC=C12)O[C@H]1CNCCC1)C1C(NC(CC1)=O)=O 3-(1-oxo-5-(((R)-piperidin-3-yl)oxy)isoindolin-2-yl)piperidine-2,6-dione